(trans-4-{2-[(1R)-1-Hydroxyethyl]-1H-imidazo[4,5-d]thieno[3,2-b]pyridin-1-yl}cyclohexyl)acetonitrile HCl salt Cl.O[C@H](C)C1=NC=2C(=C3C(=NC2)C=CS3)N1[C@@H]1CC[C@H](CC1)CC#N